9-((5-((R)-3-amino-3-((R)-1-methoxyethyl)piperidin-1-yl)-2-(3,4-difluorophenyl)pyridin-4-yl)methyl)-9H-purin-6-amine N[C@]1(CN(CCC1)C=1C(=CC(=NC1)C1=CC(=C(C=C1)F)F)CN1C2=NC=NC(=C2N=C1)N)[C@@H](C)OC